6-((4-hydroxybutyl)amino)imidazo[1,2-b]pyridazine OCCCCNC=1C=CC=2N(N1)C=CN2